OC=1C=C(C=CC1)C=1N=NN(C1)CCNC(OC(C)(C)C)=O tert-butyl N-[2-[4-(3-hydroxyphenyl)triazol-1-yl]ethyl]carbamate